2-cyano-1H-pyrrole-1-carboxylic acid chloromethyl ester ClCOC(=O)N1C(=CC=C1)C#N